N[C@H]1C2N(CC1CC2)C(=O)C=2C=C(C=1N(C2)N=C(C1C)C1=CC=2C(=NC=CC2)N1CC1CC1)OC ((7R)-7-amino-2-azabicyclo[2.2.1]hept-2-yl)(2-(1-(cyclopropylmethyl)-1H-pyrrolo[2,3-b]pyridin-2-yl)-4-methoxy-3-methylpyrazolo[1,5-a]pyridin-6-yl)methanone